C1(CCCC1)CCC(=O)O.OCC1(CC1)NC(=O)OC(C)(C)C 1-hydroxymethyl-1-(tert-butoxycarbonylamino)cyclopropane cyclopentanepropionate